CC1=C(C(=CC(=C1)C(C)(C)C)C(C)(C)C)OC(C1=CC(=C(C(=C1)C(C)(C)C)O)C(C)(C)C)=O 2-Methyl-4,6-di-tert-butylphenyl-3,5-di-tert-butyl-4-hydroxybenzoat